ClC1=NC=C(C(=N1)NC1CC1)OC 2-Chloro-N-cyclopropyl-5-methoxypyrimidin-4-amine